ClC1=CC(=C(COC2=NSC=C2C2=CC(=C(CC3=NC4=C(N3CCOC)C=C(C=C4)C(=O)O)C(=C2)F)F)C=C1)F 2-(4-(3-((4-chloro-2-fluorobenzyl)oxy)isothiazol-4-yl)-2,6-difluorobenzyl)-1-(2-methoxyethyl)-1H-benzo[d]imidazole-6-carboxylic acid